(S)-5-(4-fluoro-2-methylphenyl)-1-(1-(6-ethoxy-5-methoxypyridin-2-yl)-2-(methylsulfonyl)ethyl)-1H-benzo[d]imidazol-2(3H)-one FC1=CC(=C(C=C1)C1=CC2=C(N(C(N2)=O)[C@H](CS(=O)(=O)C)C2=NC(=C(C=C2)OC)OCC)C=C1)C